(9H-fluoren-9-yl)methyl (6-(3-(trifluoromethyl)phenoxy)spiro[3.3]heptan-2-yl)carbamate FC(C=1C=C(OC2CC3(CC(C3)NC(OCC3C4=CC=CC=C4C=4C=CC=CC34)=O)C2)C=CC1)(F)F